5-(4-((3-(methylcarbamoyl)benzyl)oxy)phenyl)-2-oxo-6-(trifluoromethyl)-1,2-dihydropyridine-3-carboxamide CNC(=O)C=1C=C(COC2=CC=C(C=C2)C=2C=C(C(NC2C(F)(F)F)=O)C(=O)N)C=CC1